C(C)(=O)NC1=CC2=C(C=N1)C(=CN2C2=CC(=C(C(=O)OC)C(=C2)C)C)C2CC1(CN(C1)C)C2 methyl 4-(6-acetamido-3-(2-methyl-2-azaspiro[3.3]heptane-6-yl)-1H-pyrrolo[3,2-c]pyridin-1-yl)-2,6-dimethylbenzoate